ClC=1C=C(C=CC1F)NC(N(C(C)C1=CN=C(C2=CC=CC=C12)N(C)C)C)=O 3-(3-chloro-4-fluorophenyl)-1-methyl-1-(1-(1-(dimethylamino)isoquinolin-4-yl)ethyl)urea